C=C(C(=O)[O-])CC(=O)[O-] 2-methylene-butanedioate